BrC(CBr)C1=CC=C(C=C1)C 1-(1,2-dibromoethyl)-4-methylbenzene